FC1(CN(CC1)C1=C(C=NC=2NC3=C(C=C(C(=C3C21)F)F)NC)C=2C=C1C(C(=CN(C1=NC2)C2CN(CC2)C)C(=O)O)=O)F 6-(4-(3,3-difluoropyrrolidin-1-yl)-5,6-difluoro-8-(methylamino)-9H-pyrido[2,3-b]indol-3-yl)-1-(1-methylpyrrolidin-3-yl)-4-oxo-1,4-dihydro-1,8-naphthyridine-3-carboxylic acid